CC1=C(C=2N(C=C1C=1NC3=CC=C(C=C3C1C(C)C)C1CCN(CC1)CC(=O)NC)N=CN2)C 2-(4-(2-(7,8-dimethyl-[1,2,4]triazolo[1,5-a]pyridin-6-yl)-3-isopropyl-1H-indol-5-yl)piperidin-1-yl)-N-methylacetamide